C(C)(C)(C)NCCOC(C(=C)C)=O 2-{tert-Butylamino}ethylmethacrylate